3-(cyano(isocyano)methylene)-2,3-dihydro-1H-indene C(#N)C(=C1CCC2=CC=CC=C12)[N+]#[C-]